t-butyltin triacrylate C(C=C)(=O)[O-].C(C=C)(=O)[O-].C(C=C)(=O)[O-].C(C)(C)(C)[Sn+3]